2-isothiocyanato-6,6-dimethyl-6,7-dihydro-4H-pyrazolo[5,1-c][1,4]oxazine N(=C=S)C1=NN2C(COC(C2)(C)C)=C1